O1C(=NC2=C1C=CC=C2)S Benzo[d]oxazole-2-thiol